methyl 2-((2-(3-((tert-butoxycarbonyl) (6-methoxy-3-nitropyridin-2-yl) amino) prop-1-yn-1-yl)-4-fluorophenyl) amino)-5-(trifluoromethyl)-benzoate C(C)(C)(C)OC(=O)N(CC#CC1=C(C=CC(=C1)F)NC1=C(C(=O)OC)C=C(C=C1)C(F)(F)F)C1=NC(=CC=C1[N+](=O)[O-])OC